N1=CC=C(C=C1)[C@H](C)N1C(C=C(C=C1)C1=NN(C2=CC=CC=C12)C1=CC=C(C=C1)C(F)(F)F)=O (S)-1-(1-(pyridin-4-yl)ethyl)-4-(1-(4-(trifluoromethyl)phenyl)-1H-indazol-3-yl)pyridin-2(1H)-one